Cl.CN(CCN)C N,N-dimethylethane-1,2-diamine hydrochloride